C1(CC1)CCNC(=O)N1C(=NC(=C1)C=1C=NC=CC1)OCC N-(2-Cyclopropylethyl)-2-ethoxy-4-(pyridin-3-yl)-1H-imidazole-1-carboxamide